O1CC[C@H](C2=CC=CC=C12)NC(=O)[C@@H]1CC[C@H]2N1C([C@H](CN(CC2)S(=O)(=O)CC(C)C)NC([C@H](C)N(C(OC(C)(C)C)=O)C)=O)=O tert-butyl ((S)-1-(((5S,8S,10aR)-8-(((R)-chroman-4-yl)carbamoyl)-3-(isobutylsulfonyl)-6-oxodecahydropyrrolo[1,2-a][1,5]diazocin-5-yl)amino)-1-oxopropan-2-yl)(methyl)carbamate